Tri(4,4-dimethyl-2-hexyl)citrat CC(CC(C)C(C(C(C(=O)[O-])(C(C)CC(CC)(C)C)C(C)CC(CC)(C)C)(O)C(=O)[O-])C(=O)[O-])(CC)C